FC(S(=O)(=O)NC1=C(C=C(C=C1)C1=NNC(=C1C(=O)N)NC1=NC(=NC=C1)C)O[C@@H](C)C1=CC=C(C=C1)F)F (S)-3-(4-((difluoromethyl)sulfonamido)-3-(1-(4-fluorophenyl)ethoxy)phenyl)-5-((2-methylpyrimidin-4-yl)amino)-1H-pyrazole-4-carboxamide